ClC=1C=NN(C1C(=O)NC1=NC=C(C=C1C)C#CC1=CC=CC=C1)[C@@H]1COCC1 (S)-4-chloro-N-(3-methyl-5-(phenylethynyl)pyridin-2-yl)-1-(tetrahydrofuran-3-yl)-1H-pyrazole-5-carboxamide